BrC1=C(NC=C1)C#N Bromopyrrolenitrile